C(C)(=O)SCC(CCCC(C(=O)OC(C)(C)C)(C)C=1SC=C(C1)Br)(C)C tert-butyl 7-(acetylthio)-2-(4-bromothiophen-2-yl)-2,6,6-trimethylheptanoate